4-[6-[2-(dimethylamino)ethylamino]-4-methyl-1-oxo-isoindolin-2-yl]cyclohexanecarboxylic acid CN(CCNC1=CC(=C2CN(C(C2=C1)=O)C1CCC(CC1)C(=O)O)C)C